N-(3-(2-amino-6-(5-fluoropyridin-3-yl)quinazolin-8-yl)phenyl)acrylamide NC1=NC2=C(C=C(C=C2C=N1)C=1C=NC=C(C1)F)C=1C=C(C=CC1)NC(C=C)=O